COC1=CC=2N(C=C1)C(=CN2)C2=CC(=NC=N2)NCC2=CC=C(C=C2)C2=NC=CC(=N2)OC 6-{7-methoxyimidazo[1,2-a]pyridin-3-yl}-N-{[4-(4-methoxypyrimidin-2-yl)phenyl]methyl}pyrimidin-4-amine